Ethyl 2-(6-(benzyloxy) pyridin-2-yl)-4-bromo-5-chloro-6-fluoro-3-hydroxy-3-methyl-2,3-dihydrobenzofuran-2-carboxylate C(C1=CC=CC=C1)OC1=CC=CC(=N1)C1(OC2=C(C1(C)O)C(=C(C(=C2)F)Cl)Br)C(=O)OCC